6-((2-((3R,4S)-3-Amino-4-fluoropiperidin-1-yl)-5-fluoro-1H-benzo[d]imidazol-1-yl)methyl)nicotinonitril-hydrochlorid Cl.N[C@@H]1CN(CC[C@@H]1F)C1=NC2=C(N1CC1=NC=C(C#N)C=C1)C=CC(=C2)F